BrC=1C=C(C=CC1)CCCO 3-(3-bromophenyl)propanol